COC1=CC=C(C(=C1)OC)OC 2,4,5-trimethoxybenzene